CCOC(=O)CC(CC(=O)OCC)(C(=O)OCC)OC(=O)C Triethyl-O-acetylcitrat